pyrazoleethanone N1N=C(C=C1)CC=O